(2,4-difluorophenyl)dihydro-2H-pyran-4(3H)-one FC1=C(C=CC(=C1)F)C1OCCC(C1)=O